C(C(C)C)OC([C@@H](NC1=C(SC=C1C)C)C)=O N-(2,4-dimethyl-3-thienyl)-L-alanine isobutyl ester